CC1=CC=C(C(=O)C=2C=C(C=CC2N)C2=CC(=C(N)C=C2)C(C2=CC=C(C=C2)C)=O)C=C1 3,3'-bis(4-methylbenzoyl)benzidine